OC=1C=C(C=CC1)C=1C=C(C=C(C1)C(F)(F)F)CN1CCN(CC1)C1=CC=C(C(=O)NCCC)C=C1 4-[4-[[3-(3-Hydroxyphenyl)-5-(trifluoromethyl)phenyl]methyl]piperazin-1-yl]-N-propylbenzamide